BrC=1C=C2C(=NC1)C(CCO2)=O 7-bromo-2,3-dihydro-4H-pyrano[3,2-b]pyridin-4-one